CC(C)CCCCCCCCCCCCCCCCCCCCCCCCC(=O)O The molecule is a methyl-branched fatty acid that is heptacosanoic acid substituted by a methyl group at position 26. It is a branched-chain saturated fatty acid, a methyl-branched fatty acid and a very long-chain fatty acid. It derives from a heptacosanoic acid.